1-Fluorodecan FCCCCCCCCCC